tert-Butyl 4-fluoro-8-[2-(4-pyridyl)pyrido[3,4-d]pyrimidin-4-yl]-2,8-diazaspiro[4.5]decane-2-carboxylate FC1CN(CC12CCN(CC2)C=2C1=C(N=C(N2)C2=CC=NC=C2)C=NC=C1)C(=O)OC(C)(C)C